NC=1N=C(SC1C(=O)C=1C=NC(=CC1)OC)N(C1=CC(=C(C=C1)Cl)F)C(C(=O)N)C (N-[4-Amino-5-(6-methoxypyridin-3-carbonyl)thiazol-2-yl]-4-chloro-3-fluoroanilino)propanamid